NC=1N=C(C2=C(N1)C=CC=N2)N[C@]2([C@@H](C2)CCO)COCC 2-((1S,2R)-2-((2-aminopyrido[3,2-d]pyrimidin-4-yl)amino)-2-(ethoxymethyl)cyclopropyl)ethanol